NC1=NC(=CC=2N1C(NN2)=O)C2=CC=C(C=C2)F 5-amino-7-(4-fluorophenyl)-[1,2,4]triazolo[4,3-c]pyrimidin-3(2H)-one